NC(=O)C=1C=C(C=CC1F)B(O)O 3-Aminocarbonyl-4-fluorophenylboronic acid